1,1-dimethylbutyl hydroperoxide CC(CCC)(C)OO